[Cl-].CP(=O)(C)C1=CC=C(C=C1)N1C(N(C=C1)C=1N(N=C2C1[C@@H]([NH2+]CC2)C)C2=CC(=C(C(=C2)C)F)C)=O (S)-3-(3-(4-(dimethylphosphoryl)phenyl)-2-oxo-2,3-dihydro-1H-imidazol-1-yl)-2-(4-fluoro-3,5-dimethylphenyl)-4-methyl-4,5,6,7-tetrahydro-2H-pyrazolo[4,3-c]pyridine-5-ium chloride